C1(=CC=CC=C1)C(=C(C1=CC=CC=C1)C1=CC=CC=C1)C1=CC=C(S1)C=O 5-(1,2,2-triphenylvinyl)thiophene-2-formaldehyde